N1C(=CC=C2C=CC3=CC=4C(=NC3=C12)N=CN4)C(=O)[O-].[Fe+2].N4C(=CC=C1C=CC2=CC=3C(=NC2=C41)N=CN3)C(=O)[O-] ferrous imidazophenanthrolinecarboxylate